2-((R)-3-(4-(5,6,7,8-tetrahydro-1,8-naphthyridin-2-yl)butoxy)pyrrolidin-1-yl)-2-(2-(tetrahydro-2H-pyran-2-yl)phenyl)acetic acid N1=C(C=CC=2CCCNC12)CCCCO[C@H]1CN(CC1)C(C(=O)O)C1=C(C=CC=C1)C1OCCCC1